ClC(COC(N(N1C(NN=C(C1)C)=O)C(=O)OCC(Cl)(Cl)Cl)=O)(Cl)Cl 2,2,2-trichloroethyloxycarbonyl-N-(6-methyl-3-oxo-2,3-dihydro-1,2,4-triazin-4(5H)-yl)carbamic acid (2,2,2-trichloroethyl) ester